(S)-N2-(2,4-Dichlorobenzyl)-5-oxo-N1-(propan-2-yl)pyrrolidine-1,2-dicarboxamide ClC1=C(CNC(=O)[C@H]2N(C(CC2)=O)C(=O)NC(C)C)C=CC(=C1)Cl